benzyl (2s,4r)-2-(6-fluoro-1H-indole-3-carbonyl)-4-hydroxypyrrolidine-1-carboxylate FC1=CC=C2C(=CNC2=C1)C(=O)[C@H]1N(C[C@@H](C1)O)C(=O)OCC1=CC=CC=C1